C1(CC1)C=1C=CC(=NC1)C1=CC(=C2C=NC(=NN21)N[C@H]2[C@@H](COCC2)O)F (3S,4R)-4-((7-(5-cyclopropylpyridin-2-yl)-5-fluoropyrrolo[2,1-f][1,2,4]triazin-2-yl)amino)tetrahydro-2H-pyran-3-ol